3-(thiophen-3-yl)propan-1-amine S1C=C(C=C1)CCCN